(E)-N-(3-(indolin-1-yl)propyl)-3-(pyridin-3-yl)acrylamide N1(CCC2=CC=CC=C12)CCCNC(\C=C\C=1C=NC=CC1)=O